2-amino-N-((1S)-3,3-dimethyl-2,3-dihydro-1H-inden-1-yl)-3-methyl-N-((5-(trifluoromethyl)-2-pyridinyl)methyl)-6-quinolinecarboxamide NC1=NC2=CC=C(C=C2C=C1C)C(=O)N(CC1=NC=C(C=C1)C(F)(F)F)[C@H]1CC(C2=CC=CC=C12)(C)C